FC1(C=NCC=C1B1OC(C(O1)(C)C)(C)C)F 3,3-Difluoro-4-(4,4,5,5-tetramethyl-1,3,2-dioxaborolan-2-yl)-3,6-dihydropyridine